NC1=NC=2C=NC(=CC2C2=C1COC2)C(=O)N(C)[C@H]2COC1=C2C=CC(=C1)Cl 4-amino-N-((3R)-6-chloro-2,3-dihydro-1-benzofuran-3-yl)-N-methyl-1,3-dihydrofuro[3,4-c][1,7]naphthyridine-8-carboxamide